(1-(2-chloroethyl)-7-hydroxy-1H-pyrrolo[2,3-c]pyridin-3-yl)(4'-fluoro-[1,1'-biphenyl]-3-yl)methanone ClCCN1C=C(C=2C1=C(N=CC2)O)C(=O)C=2C=C(C=CC2)C2=CC=C(C=C2)F